BrC1=CSC2=C1N=C(N=C2N2C(COCC2)C)Cl 4-(7-bromo-2-chlorothieno[3,2-d]pyrimidin-4-yl)-3-methylmorpholine